2-(4-iodo-1H-pyrazol-1-yl)acetic acid tert-butyl ester C(C)(C)(C)OC(CN1N=CC(=C1)I)=O